C(C)(C)(C)OOC(C)(C#CC(C)(C)OOC(C)(C)C)C 2,5-bis(tert-butylperoxy)-2,5-dimethylhexyne